(2S)-4-(3,3-difluoroazetidin-1-yl)-2-[methyl-(phenylmethoxycarbonyl)amino]-4-oxobutanoic acid FC1(CN(C1)C(C[C@@H](C(=O)O)N(C(=O)OCC1=CC=CC=C1)C)=O)F